4-oxo-4-(3-pyridyl)-butyramide O=C(CCC(=O)N)C=1C=NC=CC1